C1(CC1)C=1NC(=NN1)C1CC2(CN(C2)C(=O)N2CC(C2)NS(=O)(=O)C2=CC(=CC=C2)OC(F)(F)F)C1 N-[1-[6-(5-cyclopropyl-4H-1,2,4-triazol-3-yl)-2-azaspiro[3.3]heptane-2-carbonyl]azetidin-3-yl]-3-(trifluoromethoxy)benzenesulfonamide